9-ethyl-6-(2-methyl-4-tetrahydrofurylmethoxy-benzoyl)-9H-carbazol C(C)N1C2=CC=C(C=C2C=2C=CC=CC12)C(C1=C(C=C(C=C1)OCC1OCCC1)C)=O